O=C1NC2=CC=C(C=C2CC1)CN1N=CC(=C1)C1=NC=2N3C(N(C(C2N1)=O)CCC)=NC=C3 2-[1-[(2-oxo-3,4-dihydro-1H-quinolin-6-yl)methyl]pyrazol-4-yl]-5-propyl-3H-imidazo[2,1-b]purin-4-one